(5S,8RS)-2-[(5-Chloropyridin-3-yl)methyl]-5-{[(3S)-3-fluoropyrrolidin-1-yl]carbonyl}-8-hydroxy-5,6,7,8-tetrahydro[1,2,4]triazolo[4,3-a]pyridin-3(2H)-one ClC=1C=C(C=NC1)CN1N=C2N([C@@H](CC[C@H]2O)C(=O)N2C[C@H](CC2)F)C1=O |&1:15|